N-[(1s,4s)-4-{[2-(trifluoromethyl)imidazo[1,2-a]pyridin-5-yl]amino}cyclohexyl]imidazo[1,2-a]pyridine-6-carboxamide FC(C=1N=C2N(C(=CC=C2)NC2CCC(CC2)NC(=O)C=2C=CC=3N(C2)C=CN3)C1)(F)F